1-(4-((5-(1-(2,2-difluoroethyl)-2-methyl-1H-imidazo[4,5-b]pyridin-6-yl)pyrrolo[2,1-f][1,2,4]triazin-2-yl)amino)piperidin-1-yl)-2-methylpropan-1-one FC(CN1C(=NC2=NC=C(C=C21)C=2C=CN1N=C(N=CC12)NC1CCN(CC1)C(C(C)C)=O)C)F